tert-butyl (3S,5R)-3-amino-5-(fluoromethyl)piperidine-1-carboxylate N[C@@H]1CN(C[C@@H](C1)CF)C(=O)OC(C)(C)C